S(N)(OCC[C@H]1OC2(O[C@@H]1C1=C(C=CC=C1)Cl)CCCCC2)(=O)=O 2-((2R,3R)-3-(2-chlorophenyl)-1,4-dioxaspiro[4.5]decan-2-yl)ethyl sulfamate